(R)-3-(3-hydroxy-3-methylbutan-2-yl)-N-(3-methyl-1,1-dioxidothietan-3-yl)-2-oxo-1-(3-(1,1,2,2-tetrafluoroethoxy)phenyl)-2,3-dihydro-1H-benzo[d]imidazole-5-carboxamide OC([C@@H](C)N1C(N(C2=C1C=C(C=C2)C(=O)NC2(CS(C2)(=O)=O)C)C2=CC(=CC=C2)OC(C(F)F)(F)F)=O)(C)C